ClC=1C=C2C=C(NC2=CC1)C(=O)N(C)C(C(=O)N1CCC(CC1)(C)O)CC1=C(C=NC=C1)Cl 5-chloro-N-[1-[(3-chloro-4-pyridyl)methyl]-2-(4-hydroxy-4-methyl-1-piperidyl)-2-oxo-ethyl]-N-methyl-1H-indole-2-carboxamide